OCC1CCC(CC1)N1N=C2C=C(C(=CC2=C1)C(=O)OC)OC(C)C methyl 2-[4-(hydroxymethyl) cyclohexyl]-6-isopropoxy-indazole-5-carboxylate